C(C)(=O)N[C@H]1[C@@H](O[C@@H]([C@@H]([C@@H]1OC(C)=O)OC(C)=O)COC(C)=O)OCCCCC(=O)O 5-[(2R,3R,4R,5R,6R)-3-acetamido-4,5-diacetoxy-6-acetoxymethyl-2-tetrahydropyranyloxy]pentanoic acid